5-oxo-5-(3-pentyloctoxy)pentanoic acid O=C(CCCC(=O)O)OCCC(CCCCC)CCCCC